1,3-dithiocyanato-2-(dimethylamino)propane hydrochloride salt Cl.S(C#N)CC(CSC#N)N(C)C